O=C(C[C@@H](O)[C@H](O)CO)[O-] deoxy-D-xylonate